(2S,5R)-N-{[(2R,4S)-4-(Piperazin-1-ylmethyl)-pyrrolidin-2-yl]methyloxy}-7-oxo-6-(sulfooxy)-1,6-diazabicyclo[3.2.1]octane-2-carboxamide N1(CCNCC1)C[C@H]1C[C@@H](NC1)CONC(=O)[C@H]1N2C(N([C@H](CC1)C2)OS(=O)(=O)O)=O